6-((6-iodo-3H-imidazo[4,5-b]pyridin-3-yl)methyl)-4-methyl-2-(4-(trifluoromethyl)phenyl)-3,4-dihydro-2H-benzo[b][1,4]oxazine IC=1C=C2C(=NC1)N(C=N2)CC2=CC1=C(OC(CN1C)C1=CC=C(C=C1)C(F)(F)F)C=C2